3,3-bis(acetoxymethyl)oxetane C(C)(=O)OCC1(COC1)COC(C)=O